2-([1,1'-biphenyl]-3-yl)-4-(3-chloro-4-fluorophenyl)-6-phenyl-1,3,5-triazine C1(=CC(=CC=C1)C1=NC(=NC(=N1)C1=CC(=C(C=C1)F)Cl)C1=CC=CC=C1)C1=CC=CC=C1